C(C)[Zr]NC EthylMethylAminoZirconium